methyl 4-benzyl-2,3-dioxo-1,2,3,4-tetrahydroquinoxaline-6-carboxylate C(C1=CC=CC=C1)N1C(C(NC2=CC=C(C=C12)C(=O)OC)=O)=O